2-piperidinyl-N,N-bis(2-hydroxypropyl)ethylamine N1(CCCCC1)CCN(CC(C)O)CC(C)O